[(3S)-3-(3-aminoazetidine-1-carbonyl)pyrrolidin-1-yl]-(4,5-dichloro-1H-indol-2-yl)methanone NC1CN(C1)C(=O)[C@@H]1CN(CC1)C(=O)C=1NC2=CC=C(C(=C2C1)Cl)Cl